(S)-N-(6-(5-(difluoromethyl)-1,2,4-oxadiazol-3-yl)-2,3-dihydrobenzofuran-3-yl)-4-(hydroxymethyl)picolinamide FC(C1=NC(=NO1)C1=CC2=C([C@@H](CO2)NC(C2=NC=CC(=C2)CO)=O)C=C1)F